tert-butyl (S)-4-(5-(2-fluorophenyl)-7-(pyridazin-4-yl)-7H-pyrrolo[2,3-d]pyrimidin-4-yl)-3-methylpiperazine-1-carboxylate FC1=C(C=CC=C1)C1=CN(C=2N=CN=C(C21)N2[C@H](CN(CC2)C(=O)OC(C)(C)C)C)C2=CN=NC=C2